O=C(CC)N1CCNCC1 1-oxo-1-(piperazin-1-yl)propan